2-((3R,4S)-3-amino-4-fluoropiperidin-1-yl)-1-((5-chloropyrimidin-2-yl)methyl)-1H-benzo[d]imidazole-6-carbonitrile N[C@@H]1CN(CC[C@@H]1F)C1=NC2=C(N1CC1=NC=C(C=N1)Cl)C=C(C=C2)C#N